C(C)(C)(C)OC(N[C@@H]1[C@@H](OCC12CCN(CC2)C2=NC(=C(C(=N2)C#N)C2=C(C(=NC=C2)F)Cl)C)C)=O ((3S,4S)-8-(5-(3-chloro-2-fluoropyridin-4-yl)-4-cyano-6-methylpyrimidin-2-yl)-3-methyl-2-oxa-8-azaspiro[4.5]dec-4-yl)carbamic acid tert-butyl ester